(2R,4R)-4-((4-acetyl-3-methyl-6-((5-methyl-1H-pyrazol-3-yl)amino)pyridin-2-yl)methyl)-1-(3-chloro-2-fluorobenzyl)-2-methyl-piperidine-4-carboxylic acid C(C)(=O)C1=C(C(=NC(=C1)NC1=NNC(=C1)C)C[C@@]1(C[C@H](N(CC1)CC1=C(C(=CC=C1)Cl)F)C)C(=O)O)C